ClC=1C=C(C=CC1F)NC1=NC=NC2=CC(=C(C=C12)O[C@@H]1CC[C@H](CC1)NC)OC 4-[(3-chloro-4-fluorophenyl)amino]-6-(trans-4-methylamino-cyclohexan-1-yloxy)-7-methoxy-quinazoline